CC1=CC=CC2=NC(N=C21)=S methyl-2H-benzimidazol-2-thion